CC1=CC=C(C=C1)C=1OC(=CC1)C1=CC=CC=C1 2-(4-methylphenyl)-5-phenyl-furan